O[C@](C(C)=O)(C(CCCCC)=O)C |r| (+/-)-3-Hydroxy-3-Methyl-2,4-Nonanedione